C(CCCCCCCCCCCCCCCCCCCC)(=O)OC[C@@H](OC(CCCCCCCCCCCCCCCCCCCC)=O)COP(=O)(O)OC[C@H](N)C(=O)O 1,2-diheneicosanoyl-sn-glycero-3-phosphoserine